C(C)(C)(C)OC(=O)N1CCC(=CC1)C1=NC(=CC=C1)OCC1=NN2C(C=CC=C2)=C1 6-(pyrazolo[1,5-a]pyridin-2-ylmethoxy)-3',6'-dihydro-[2,4'-bipyridine]-1'(2'H)-carboxylic acid tert-butyl ester